FC(CCNC(OC1CC(CC1)C1=CC(=NN1)NC1=C(C2=C(CS(C2)(=O)=O)C=C1)F)=O)(F)F 3-(3-((4-fluoro-2,2-dioxido-1,3-dihydrobenzo[c]thiophen-5-yl)amino)-1H-pyrazol-5-yl)cyclopentyl (3,3,3-trifluoropropyl)carbamate